FC=1C=C(OC2=CC(=NC=C2)C(=O)NC)C=CC1NC(=O)C1=NN(C(=C1)S(=O)C)C1=CC=C(C=C1)F 4-(3-fluoro-4-(1-(4-fluorophenyl)-5-(methylsulfinyl)-1H-pyrazole-3-carboxamido)phenoxy)-N-methylpicolinamide